(E)-1-(4'-(sec-butoxy)-[1,1'-biphenyl]-4-yl)-3-(quinoxalin-6-yl)prop-2-en-1-one C(C)(CC)OC1=CC=C(C=C1)C1=CC=C(C=C1)C(\C=C\C=1C=C2N=CC=NC2=CC1)=O